[NH4+].O1C=2C(OCC1COCCC(S(=O)(=O)O)C)=CSC2 3-[(2,3-dihydrothieno[3,4-b]-[1,4]dioxin-2-yl)methoxy]-1-methyl-1-propanesulfonic acid Ammonium